C1(CC1)C1=C(C(=NO1)C1=C(C=CC=C1Cl)Cl)CO[C@H]1[C@@H]2C(N([C@H](C1)C2)C2=CC=C(C(=O)O)C=C2)=O 4-[(1S,4R,5R)-5-{[5-cyclopropyl-3-(2,6-dichlorophenyl)-1,2-oxazol-4-yl]methoxy}-3-oxo-2-azabicyclo[2.2.1]heptan-2-yl]benzoic acid